3-fluoro-2-(4-methoxyphenylmethoxy)-5-(4-(3-(pyrrolidin-1-yl)phenyl)-1H-1,2,3-triazol-1-yl)benzaldehyde FC=1C(=C(C=O)C=C(C1)N1N=NC(=C1)C1=CC(=CC=C1)N1CCCC1)OCC1=CC=C(C=C1)OC